ClC1=CC=C(C=C1)C=1C(=NC(=NC1)C=1C=NC=CC1)N[C@H]1[C@@H](CNCC1)F (4-chlorophenyl)-N-((3R,4R)-3-fluoropiperidin-4-yl)-2-(pyridin-3-yl)pyrimidin-4-amine